C1(=CC=CC=C1)C(C(=O)OCC(COC(C1=CC=CC=C1)=O)(C(C)C)CCC(C)C)=O 2-isopentyl-2-isopropyl-1,3-propanediol benzoate phenylglyoxylate